N-(2,3-dihydro-1,4-benzoxazin-4-yl)-4-morpholino-8-(2,3,5-trifluorophenyl)quinoline-3-carboxamide O1CCN(C2=C1C=CC=C2)NC(=O)C=2C=NC1=C(C=CC=C1C2N2CCOCC2)C2=C(C(=CC(=C2)F)F)F